2-((1R,2S)-2-aminocycloheptyl)-5-chloro-N-(thiophen-2-ylmethyl)thieno[3,2-b]pyridin-7-amine N[C@@H]1[C@@H](CCCCC1)C1=CC2=NC(=CC(=C2S1)NCC=1SC=CC1)Cl